selenophene-2-carbaldehyde [Se]1C(=CC=C1)C=O